CN1C(C(=C(C(=C1)C)[O-])NC(NC(CC(=O)[O-])C=1C=C(C(=CC1)OCC(F)(F)F)C1=CC=CC=C1)=O)=O.[Na+].[Na+] Natrium 3-(3-(1,5-Dimethyl-4-oxido-2-oxo-1,2-dihydropyridin-3-yl)ureido)-3-(6-(2,2,2-trifluoroethoxy)biphenyl-3-yl)propanoat